ClC=1C=C(C=CC1)C([C@@H](C1=CC=CC=C1)OC(N[C@H](C(=O)N[C@@H](C[C@H]1C(NCC1)=O)C(C(=O)NC1CC1)=O)CC(C)C)=O)(C)C ((S)-1-(((S)-4-(cyclopropylamino)-3,4-dioxo-1-((S)-2-oxopyrrolidin-3-yl)butan-2-yl)amino)-4-methyl-1-oxopentan-2-yl)carbamic acid (R)-2-(3-chlorophenyl)-2-methyl-1-phenylpropyl ester